tert-Butyl 2-methoxy-4-(4,4,5,5-tetramethyl-1,3,2-dioxaborolan-2-yl)benzyl(tetrahydro-2H-pyran-4-yl)carbamate COC1=C(CN(C(OC(C)(C)C)=O)C2CCOCC2)C=CC(=C1)B1OC(C(O1)(C)C)(C)C